C(CCC)C1=CC=C(C=C1)NC1=NC=2C(N=C1OC)=NON2 N-(4-BUTYLPHENYL)-6-METHOXY-[1,2,5]OXADIAZOLO[3,4-B]PYRAZIN-5-AMINE